C(C)C(C(C)=O)=C 3-ethylbutenone